FCCC=1NC=C(N1)[SnH3] 1-[(2-fluoroethyl)imidazol-4-yl]stannane